C(C1=CC=CC=C1)OC1=NC(=CC=C1N1C(C2=C3C(C(=CC=C13)C=C1CCN(CC1)C(=O)OC(C)(C)C)=CC=C2)=O)OCC2=CC=CC=C2 tert-butyl 4-[[1-(2,6-dibenzyloxy-3-pyridyl)-2-oxo-benzo[cd]indol-6-yl]methylene]piperidine-1-carboxylate